1-(3-((5-bromo-2-((5-chloro-2-methoxy-4-(4-methylpiperazin-1-yl)phenyl)amino)pyrimidin-4-yl)amino)pyridin-2-yl)pyrrolidin-2-one BrC=1C(=NC(=NC1)NC1=C(C=C(C(=C1)Cl)N1CCN(CC1)C)OC)NC=1C(=NC=CC1)N1C(CCC1)=O